5-(2-chloro-5-(isobutyrylaminomethyl)benzoylamino)-1-methyl-N-(4-(trifluoromethyl)phenyl)-1H-indole-2-carboxamide ClC1=C(C(=O)NC=2C=C3C=C(N(C3=CC2)C)C(=O)NC2=CC=C(C=C2)C(F)(F)F)C=C(C=C1)CNC(C(C)C)=O